(1-(tert-butyl)-8-methoxy-9-(2-methyl-2H-tetrazol-5-yl)-5,6-dihydroimidazo[5,1-a]isoquinolin-3-yl)((S)-2-methyl-2-((S)-3,3,3-trifluoro-1-hydroxypropyl)pyrrolidin-1-yl)methanone C(C)(C)(C)C=1N=C(N2C1C1=CC(=C(C=C1CC2)OC)C=2N=NN(N2)C)C(=O)N2[C@@](CCC2)([C@H](CC(F)(F)F)O)C